C(=O)O.FC(OC1=C(C=CC=C1)C1=C2C(=C(N=N1)N[C@H]1CN(CCC1)C)CCC2)F 4-[2-(difluoromethoxy)phenyl]-N-[(3R)-1-methylpiperidin-3-yl]-6,7-dihydro-5H-cyclopenta[d]pyridazin-1-amine formate